C(#N)N1C2CCC(C1)[C@H]2NC(=O)C=2SC(=CN2)C2=C(C=CC=C2)NC2=CC=C(C=C2)F N-((7R)-2-Cyano-2-azabicyclo[2.2.1]heptan-7-yl)-5-(2-((4-fluorophenyl)amino)phenyl)thiazol-2-carboxamid